C(CCC)C(CC=1C=C(SC1)C)CCCCCC 4-(2-butyloctyl)-2-methylthiophene